FC1(OC2=C(O1)C=CC(=C2)C=O)F 2,2-Difluoro-1,3-benzodioxol-5-carboxaldehyde